C(CCC)C1=CC=NC2=C3N=CC=C(C3=CC=C12)CCCC L-4,7-dibutyl-1,10-phenanthroline